(5-Methylthiazol-4-yl)methanol CC1=C(N=CS1)CO